6-[5,6-difluoro-8-(methylamino)-4-morpholino-9H-pyrido[2,3-b]indol-3-yl]-1-(morpholin-2-ylmethyl)-4-oxo-1,8-naphthyridine-3-carboxylic acid FC1=C2C3=C(NC2=C(C=C1F)NC)N=CC(=C3N3CCOCC3)C=3C=C1C(C(=CN(C1=NC3)CC3CNCCO3)C(=O)O)=O